C(C)OC(=O)C=1CCN(CC1N(C(CC(=O)OC)=O)CC1=CC=C(C=C1)OC)CC1=CC=CC=C1 1-benzyl-5-(3-methoxy-N-(4-methoxybenzyl)-3-oxopropanamido)-1,2,3,6-tetrahydropyridine-4-carboxylic acid ethyl ester